3-[4-isopropoxy-2-[4-(trifluoromethyl)anilino]-3-pyridyl]-4H-1,2,4-oxadiazol-5-one C(C)(C)OC1=C(C(=NC=C1)NC1=CC=C(C=C1)C(F)(F)F)C1=NOC(N1)=O